trans-[4-(3,8-Dimethyl-[1,2,4]triazolo[4,3-a]pyridin-6-ylmethyl)-cyclohexyl]-[(S)-3-(6-methyl-pyridin-3-yl)-isoxazolidin-2-yl]-methanone CC1=NN=C2N1C=C(C=C2C)C[C@@H]2CC[C@H](CC2)C(=O)N2OCC[C@H]2C=2C=NC(=CC2)C